NC1=CC(=C(C=C1)C1CCN(CCC1)C(=O)OC(C)(C)C)F tert-butyl 4-(4-amino-2-fluoro-phenyl)azepane-1-carboxylate